1,3-Dimethylcyclohexan CC1CC(CCC1)C